(S)-5-chloro-3-((3-(2-(4-chlorophenyl)-2-hydroxyethyl)-1,2,4-oxadiazol-5-yl)methyl)-1-(2-hydroxyethyl)-6-methylpyrimidine-2,4(1H,3H)-dione ClC=1C(N(C(N(C1C)CCO)=O)CC1=NC(=NO1)C[C@H](O)C1=CC=C(C=C1)Cl)=O